7-benzylsulfanyl-4-bromo-indan-1-one C(C1=CC=CC=C1)SC=1C=CC(=C2CCC(C12)=O)Br